FC(C1N(CC1)C=O)(F)F [2-(trifluoromethyl)azetidin-1-yl]methanone